ethyl (7S)-7-phenyl-6,7-dihydro-5H-pyrrolo[1,2-b][1,2,4]triazole-2-carboxylate C1(=CC=CC=C1)[C@@H]1CCN2N=C(N=C21)C(=O)OCC